8-bromo-4-chloro-2-phenyl-benzofuro[3,2-d]pyrimidine BrC=1C=CC2=C(C1)C=1N=C(N=C(C1O2)Cl)C2=CC=CC=C2